2-[1-[6-methyl-2-(2-methylindol-6-yl)-4-oxo-chromen-8-yl]ethylamino]benzoic acid tert-butyl ester C(C)(C)(C)OC(C1=C(C=CC=C1)NC(C)C=1C=C(C=C2C(C=C(OC12)C1=CC=C2C=C(NC2=C1)C)=O)C)=O